C1(NCCC=2C3=CC=CC=C3NC12)C(=O)N Tetrahydro-beta-carbolinemonoamide